4-(2,6-dimethylpiperazin-1-yl)-2-(2,6-dioxopiperidin-3-yl)-5,7-difluoroisoindoline-1,3-dione CC1N(C(CNC1)C)C1=C2C(N(C(C2=C(C=C1F)F)=O)C1C(NC(CC1)=O)=O)=O